N-[2-(methylphenylamino)propyl]-2-[(4-thiazolylmethyl)thio]-benzamide CN(C(CNC(C1=C(C=CC=C1)SCC=1N=CSC1)=O)C)C1=CC=CC=C1